3-[3-[(dimethylamino)methyl]-1-cyclohexene-2-yl]phenol hydrochloride Cl.CN(C)CC1C(=CCCC1)C=1C=C(C=CC1)O